(S)-3-((4,6-dichloro-3-hydroxypyridin-2-yl)oxy)pyrrolidine-1-carboxylic acid tert-butyl ester C(C)(C)(C)OC(=O)N1C[C@H](CC1)OC1=NC(=CC(=C1O)Cl)Cl